C(C)(=O)N1CC(C1)(O)C#CC1=CC2=C(OC[C@@H](C(N2C)=O)NC(=O)C2=NC=CC(=C2)OC2=CC=CC=C2)C=C1 (S)-N-(7-((1-acetyl-3-hydroxyazetidin-3-yl)ethynyl)-5-methyl-4-oxo-2,3,4,5-tetrahydrobenzo[b][1,4]oxazepin-3-yl)-4-phenoxypyridineamide